β-phenylnaphthylamine C1(=CC=CC=C1)C1=C(C2=CC=CC=C2C=C1)N